C(C1=CC=CC=C1)(C1=CC=CC=C1)N1C(N(CC1)CC=1C=C2CN(C(C2=C(C1)F)=O)C1C(NC(CC1)=O)=O)=O 3-(5-((3-benzhydryl-2-oxoimidazolidin-1-yl)methyl)-7-fluoro-1-oxoisoindolin-2-yl)piperidine-2,6-dione